C[C@@H]1CCC=2C=CC(=NC2N1)CCOC=1C=C2C=NN(C2=CC1)[C@@H](CC(=O)O)C=1C=NC(=NC1)C (S)-3-(5-(2-((R)-7-methyl-5,6,7,8-tetrahydro-1,8-naphthyridin-2-yl)ethoxy)-1H-indazol-1-yl)-3-(2-methylpyrimidin-5-yl)propanoic acid